bis(4,4'-dimethylbiphenyl) nickel [Ni].CC1=CC=C(C=C1)C1=CC=C(C=C1)C.CC1=CC=C(C=C1)C1=CC=C(C=C1)C